COCC(C)N1CC=2N(CC1)N=C(C2)N 5-(1-Methoxypropan-2-yl)-4,5,6,7-tetrahydropyrazolo[1,5-a]pyrazin-2-amine